CN(CCNC(OC(C)(C)C)=O)C1COCC1 tert-butyl (2-(methyl(tetrahydrofuran-3-yl)amino)ethyl)carbamate